C1(NC(C=2C=NC=CC21)=O)=O 1H-pyrrolo[3,4-c]pyridin-1,3(2H)-dione